tert-butyl 4-[2-[5-(p-tolylsulfonyloxy)pentoxy] ethoxy]piperidine-1-carboxylate C1(=CC=C(C=C1)S(=O)(=O)OCCCCCOCCOC1CCN(CC1)C(=O)OC(C)(C)C)C